COC1=C(C=C(C(=C1)[C@@H]1N(OCC1)C)C=1C=NN(C1)C)NC=1N=C(C2=C(N1)NC=C2)NC=2C(=C1N=CC=NC1=CC2)P(C)(C)=O (R)-(6-((2-((2-methoxy-5-(1-methyl-1H-pyrazol-4-yl)-4-(2-methyl-isoxazolidin-3-yl)phenyl)amino)-7H-pyrrolo[2,3-d]pyrimidin-4-yl)amino)quinoxalin-5-yl)dimethyl-phosphine oxide